OCCOC=1C(=C(C(=O)C2=CC=CC=C2)C=CC1)C (2-hydroxyethoxy)-2-methylbenzophenone